ClC=1C(=C2C(=NC1C)CN(C2)C(=O)[C@H]2CN(CC2)C=2C=NC=CC2C)C (3-chloro-2,4-dimethyl-5,7-dihydropyrrolo[3,4-b]pyridin-6-yl)-[(3R)-1-(4-methyl-3-pyridinyl)pyrrolidin-3-yl]methanone